β,β-difluoro-6-(trifluoromethyl)-3-pyridinepropanoic acid FC(CC(=O)O)(C=1C=NC(=CC1)C(F)(F)F)F